tert-butyl (S)-2-(2-hydroxyethyl)-2,7-diaza-7-spiro[4.5]decanecarboxylate OCCN1C[C@]2(CC1)CN(CCC2)C(=O)OC(C)(C)C